Cl.NC(C(=O)OCC(C)C)(C)C isobutyl 2-amino-2-methylpropanoate hydrochloride